C1(=CC=CC=C1)P(C=1C=C2N=C3C4=C(C5=C(C3=NC2=CC1C1=CC=C(C=C1)N(C1=CC=CC=C1)C1=CC=CC=C1)SC(=C5)C5=CC=C(C=C5)N(C5=CC=CC=C5)C5=CC=CC=C5)C=C(S4)C4=CC=C(C=C4)N(C4=CC=CC=C4)C4=CC=CC=C4)(C4=CC=CC=C4)=O diphenyl-(2,5,10-tris(4-(diphenylamino)phenyl)dithieno[2,3-a:3',2'-c]phenazin-9-yl)phosphine oxide